CS(=O)(=O)C1=CC=C(OC2(CCCCC2)N)C=C1 (4-(methylsulfonyl)phenoxy)cyclohexan-1-amine